1-(ethylsulfonyl)piperidin-4-amine C(C)S(=O)(=O)N1CCC(CC1)N